(R)-8-(2-amino-2-methylpropionyl)-3-(2-(4-(3-chlorophenyl)piperazin-1-yl)ethyl)-2,8-diazaspiro[4.5]decan-1-one dihydrochloride Cl.Cl.NC(C(=O)N1CCC2(C[C@@H](NC2=O)CCN2CCN(CC2)C2=CC(=CC=C2)Cl)CC1)(C)C